NC=1SC2=C(C1C(=O)OCC)CCC(C2)(C2CC2)C#N ethyl 2-amino-6-cyano-6-cyclopropyl-4,5,6,7-tetrahydro-1-benzothiophene-3-carboxylate